tert-butyl {(1S,3R)-3-[(2-{[tert-butyl(dimethyl)silyl]oxy}ethyl)(2-nitrobenzene-1-sulfonyl)amino]cyclopentyl}carbamate [Si](C)(C)(C(C)(C)C)OCCN([C@H]1C[C@H](CC1)NC(OC(C)(C)C)=O)S(=O)(=O)C1=C(C=CC=C1)[N+](=O)[O-]